[2-(2,4-dichlorophenyl)-2-fluoro-ethyl]ammonium chloride [Cl-].ClC1=C(C=CC(=C1)Cl)C(C[NH3+])F